(S)-3-hydroxy-1-(piperidin-4-yl)pyrrolidin-2-one hydrochloride Cl.O[C@@H]1C(N(CC1)C1CCNCC1)=O